4-propyl-diethylphenol C(CC)C1=C(C(=C(C=C1)O)CC)CC